N-(4-((3-((4-chloro-3-(trifluoromethyl)phenyl)sulfonamido)-5-methylpyridin-2-yl)oxy)-3-cyanophenyl)acrylamide ClC1=C(C=C(C=C1)S(=O)(=O)NC=1C(=NC=C(C1)C)OC1=C(C=C(C=C1)NC(C=C)=O)C#N)C(F)(F)F